diethyleneglycol ethyl-acrylate C(C)C(C(=O)OCCOCCO)=C